1-cyclopropyl-3-(8-(methylamino)-5-(5-morpholinylbenzo[d]oxazol-2-yl)-2,7-naphthyridin-3-yl)urea C1(CC1)NC(=O)NC=1N=CC2=C(N=CC(=C2C1)C=1OC2=C(N1)C=C(C=C2)N2CCOCC2)NC